C(C=C)(=O)OC(C1CO1)CCC n-propylglycidyl acrylate